6-isopropyl-5-(2-methoxy-4-pyridyl)-1-tetrahydropyran-2-yl-pyrazolo[4,3-g]Isoquinoline (trifluoroacetate) FC(C(=O)O)(F)F.C(C)(C)C=1N=CC2=CC3=C(C=C2C1C1=CC(=NC=C1)OC)C=NN3C3OCCCC3